phosphorus(V) oxide [P+3]=O